Cl.C(C)(=O)O[C@H]1CN([C@@H](C1)C(NCC1=CC=C(C=C1)C1=C(N=CS1)C)=O)C([C@H](C(C)(C)C)N)=O (3R,5S)-1-((S)-2-amino-3,3-dimethylbutanoyl)-5-((4-(4-methylthiazol-5-yl) benzyl)carbamoyl)pyrrolidin-3-yl acetate hydrochloride